[1,4]Dioxin-6-yl trifluoromethanesulfonate FC(S(=O)(=O)OC1=COC=CO1)(F)F